(2E)-3-(1-{[5-(2-Fluoropropan-2-yl)-3-(2,4,6-trichlorophenyl)-1,2-oxazol-4-yl]carbonyl}-3-methyl-1H-indol-4-yl)prop-2-enoic acid FC(C)(C)C1=C(C(=NO1)C1=C(C=C(C=C1Cl)Cl)Cl)C(=O)N1C=C(C2=C(C=CC=C12)/C=C/C(=O)O)C